propyl-uridine-5'-triphosphate P(O)(=O)(OP(=O)(O)OP(=O)(O)O)OC[C@@H]1[C@H]([C@H]([C@@](O1)(N1C(=O)NC(=O)C=C1)CCC)O)O